5-(1-methyltriazolo[4,5-c]pyridazin-6-yl)-1H-pyrimidine-2,4-dione CN1N=NC=2N=NC(=CC21)C=2C(NC(NC2)=O)=O